C1(=CC(=CC=C1)COC=1C(=CC2=C(N=C[C@H]3N(C2=O)CC=C(C3)C3=CC=C(C=C3)OC)C1)OC)COC=1C(=CC3=C(N=C[C@H]2N(C3=O)CC=C(C2)C2=CC=C(C=C2)OC)C1)OC (6aS,6a'S)-3,3'-((1,3-phenylenebis-(methylene))bis(oxy))bis(2-methoxy-8-(4-methoxyphenyl)-7,10-dihydrobenzo[e]pyrido[1,2-a][1,4]diazepin-12(6aH)-one)